COC1=CC=C(CN(C2=C(C(=NC(=N2)OCCCC)NCC2=CC=C(S2)CN2CC(CC2)O)[N+](=O)[O-])CC2=CC=C(C=C2)OC)C=C1 1-((5-(((6-(bis(4-methoxybenzyl)amino)-2-butoxy-5-nitropyrimidin-4-yl)amino)methyl)thiophene-2-yl)methyl)pyrrolidin-3-ol